C(C)O\C(=C/C(C(=O)[O-])=O)\COC (Z)-4-ethoxy-5-methoxy-2-oxo-pent-3-enoate